NC\C=C(\CN1N=NC2=C1C=C(C=C2C2=CC(=C(C=C2)OC)S(N(C)C)(=O)=O)C(=O)NOC)/F (Z)-1-(4-amino-2-fluorobut-2-en-1-yl)-4-(3-(N,N-dimethylsulfamoyl)-4-methoxyphenyl)-N-methoxy-1H-benzo[d][1,2,3]triazol-6-carboxamide